(3-fluoro-4-(trifluoromethoxy)phenyl)(4-(5-(2-(methylsulfonyl)ethylamino)isoxazol-3-yl)piperidin-1-yl)methanone FC=1C=C(C=CC1OC(F)(F)F)C(=O)N1CCC(CC1)C1=NOC(=C1)NCCS(=O)(=O)C